CC=1N=C(SC1)C=1N=NN(C1)[C@@H]1[C@H]([C@@H](O[C@@H]([C@@H]1O)CO)C1=NN=CN1C1=C(C=CC(=C1)Cl)Cl)O 1-[4-(2,5-dichlorophenyl)-4H-1,2,4-triazole-3-yl] 1,3-dideoxy-3-[4-(4-methylthiazol-2-yl)-1H-1,2,3-triazol-1-yl]-β-D-galactopyranoside